N1=C(C=CC=C1)CC1=CC=2CNCCC2S1 (pyridin-2-ylmethyl)-4,5,6,7-tetrahydrothieno[3,2-c]pyridine